4-(4-((1-(2-fluoro-3-methyl-5-nitrophenyl)ethyl)amino)-2-methylquinolin-6-yl)-3,6-dihydropyridin FC1=C(C=C(C=C1C)[N+](=O)[O-])C(C)NC1=CC(=NC2=CC=C(C=C12)C=1CC=NCC1)C